C1(=CC=CC=C1)C=1C(=C(C=2CC3=CC=CC=C3C2C1)N(C1=CC=CC=C1)C1=C(C=CC=C1)C1=CC=CC=2OC3=C(C21)C=CC=C3)C3=CC=CC=C3 (diphenylfluorenyl)(dibenzofuranylphenyl)(phenyl)amine